FC(C(=O)NCCSCCC(=O)[O-])(F)F S-(β-trifluoroacetamidoethyl)-β-mercapto-propionate